methyl (3R,5'S)-5-chloro-1'-(methyl-L-leucyl)-2-oxospiro[indoline-3,3'-pyrrolidine]-5'-carboxylate hydrochloride Cl.ClC=1C=C2C(=CC1)NC([C@@]21CN([C@@H](C1)C(=O)OC)C([C@@H](NC)CC(C)C)=O)=O